6-(3,5-difluorophenoxy)-2,3,3,7-tetramethyl-2,3-dihydrobenzo[d]isothiazole-1,1-dioxide FC=1C=C(OC2=C(C3=C(C(N(S3(=O)=O)C)(C)C)C=C2)C)C=C(C1)F